methylene-bis-(3-chloro-2,6-diethylaniline) C(NC1=C(C(=CC=C1CC)Cl)CC)NC1=C(C(=CC=C1CC)Cl)CC